CON(C(=O)C1=CC=2N(C=C1)C=CN2)C N-methoxy-N-methylimidazo[1,2-a]pyridine-7-carboxamide